S1C(SCCC1)C(C(=CC(C)(C)C)C1=CC(=CC=C1)OC)=O 1-(1,3-Dithian-2-yl)-2-(3-methoxyphenyl)-4,4-DIMETHYLPENT-2-en-1-one